C(C)(C)(C)N1CCN(CC1)CC1=CC(=C(C=C1)C=1C=C2C(=CC=NC2=CC1)Cl)F 6-(4-((4-(tert-butyl)piperazin-1-yl)methyl)-2-fluorophenyl)-4-chloroquinoline